NC=1C2=C(N=CN1)N(C1=C2N=C(C=C1C)C(F)(F)F)CC(=O)N1[C@@H]2C[C@@H]2C[C@H]1C(=O)NC1=NC(=CC=C1)Br (1R,3S,5R)-2-(2-(4-amino-8-methyl-6-(trifluoromethyl)-9H-pyrido[2',3':4,5]pyrrolo[2,3-d]pyrimidin-9-yl)acetyl)-N-(6-bromopyridin-2-yl)-2-azabicyclo[3.1.0]hexane-3-carboxamide